COC1=C(CCNC(OC(C)(C)C)=O)C(=CC=C1)[N+](=O)[O-] tert-butyl (2-methoxy-6-nitrophenethyl)carbamate